(-)-N-cis-4-hydroxytetrahydrothiophen-3-yl-3-oxo-2-(pyridin-3-yl)-6-[4-(trifluoromethyl)-phenyl]-2,3-dihydropyridazine-4-carboxamide OC1C(CSC1)C1=C(C(N(N=C1C1=CC=C(C=C1)C(F)(F)F)C=1C=NC=CC1)=O)C(=O)N